5-bromo-4-fluoro-2,3-dihydrobenzo[b]thiophene 1,1-dioxide BrC1=C(C2=C(S(CC2)(=O)=O)C=C1)F